(2-(2-((tert-Butoxycarbonyl)amino)pyrimidin-5-yl)thiazole-4-carbonyl)serine methyl ester COC([C@@H](NC(=O)C=1N=C(SC1)C=1C=NC(=NC1)NC(=O)OC(C)(C)C)CO)=O